tert-butyl-7-(4-((4-([1,2,4]triazolo[1,5-a]pyridin-7-yloxy)-2-fluoro-3-methylphenyl)amino)pyrido[3,2-d]pyrimidin-6-yl)-4,7-diazaspiro[2.5]octane-4-carboxylate C(C)(C)(C)OC(=O)N1C2(CC2)CN(CC1)C=1C=CC=2N=CN=C(C2N1)NC1=C(C(=C(C=C1)OC1=CC=2N(C=C1)N=CN2)C)F